5-Methylpyrrolo[2,1-f][1,2,4]triazin-4(3H)-one CC=1C=CN2N=CNC(C21)=O